[5-(1-amino-4-methylphthalazin-6-yl)-2-(trifluoromethyl)phenyl]boronic acid formate C(=O)O.NC1=NN=C(C2=CC(=CC=C12)C=1C=CC(=C(C1)B(O)O)C(F)(F)F)C